Cl.Cl.NCC1=NC(=NO1)C=1N(C=2C=CC=C(C2C1)N[C@H]1[C@H](CN(CC1)C)F)CC(F)(F)F 2-[5-(aminomethyl)-1,2,4-oxadiazol-3-yl]-N-[(3S,4R)-3-fluoro-1-methylpiperidin-4-yl]-1-(2,2,2-trifluoroethyl)-1H-indol-4-amine bis(hydrochloride)